(S)-3-amino-4-(3-fluorophenyl)-butyric acid N[C@H](CC(=O)O)CC1=CC(=CC=C1)F